3,4-dimethylbutyl-pyridine chloride [Cl-].CC(CCC1=NC=CC=C1)CC